1-methyl-9,10-bis(4-methylbenzoyloxy)anthracene CC1=CC=CC2=C(C3=CC=CC=C3C(=C12)OC(C1=CC=C(C=C1)C)=O)OC(C1=CC=C(C=C1)C)=O